(1aR,5aR)-2-(4-Trifluoromethyl-pyridin-2-yl)-1a,2,5,5a-tetrahydro-1H-2,3-diaza-cyclopropa[a]pentalene-4-carboxylic acid (4-hydroxymethyl-tetrahydro-pyran-4-yl)-amide OCC1(CCOCC1)NC(=O)C=1C=2C[C@@H]3[C@H](C2N(N1)C1=NC=CC(=C1)C(F)(F)F)C3